5-(6-((1S,6R,7R)-7-(aminomethyl)-7-(2-fluorophenyl)-3-azabicyclo[4.1.0]heptan-3-yl)-1H-pyrazolo[3,4-b]pyrazin-3-yl)isoindolin-1-one NC[C@@]1([C@@H]2CCN(C[C@H]12)C1=CN=C2C(=N1)NN=C2C=2C=C1CNC(C1=CC2)=O)C2=C(C=CC=C2)F